3-(methoxy(methyl)carbamoyl)-4-methoxypiperidine-1-carboxylic acid tert-butyl ester C(C)(C)(C)OC(=O)N1CC(C(CC1)OC)C(N(C)OC)=O